2,2-dilinoleyl-4-dimethylaminomethyl-[1,3]-dioxane C(CCCCCCC\C=C/C\C=C/CCCCC)C1(OCCC(O1)CN(C)C)CCCCCCCC\C=C/C\C=C/CCCCC